N[C@H](C(=O)O)CCCCN1CCC1 (S)-2-amino-6-(azetidin-1-yl)hexanoic acid